C(/C)=C/1\CC2C3C(OC4=C3C=CC=C4OC)C1C2 (Z)-3-ethylidene-6-methoxy-1,2,3,4,4a,9b-hexahydro-1,4-methanodibenzo[b,d]furan